BrC=1C=C2C(C(N(C2=C(C1)C)C)=O)=O 5-bromo-1,7-dimethylindoline-2,3-dione